NC1=CC=C(OC2=CC=C(C=C2)OC2=CC=C(C=C2)OC2=CC=C(C=C2)N)C=C1 bis{4-(4-amino phenoxy)phenyl} ether